4-([[1-methyl-5-(pyridin-2-yl)pyrazolo[4,3-d]pyrimidin-7-yl]amino]-methyl)phenylboronic acid CN1N=CC=2N=C(N=C(C21)NCC2=CC=C(C=C2)B(O)O)C2=NC=CC=C2